2-({6-[(1,3-benzothiazol-2-yl)amino]-5-methylpyridazin-3-yl}(3-methoxypropyl)amino)-5-(3-phenoxypropyl)-1,3-thiazole-4-carboxylic acid S1C(=NC2=C1C=CC=C2)NC2=C(C=C(N=N2)N(C=2SC(=C(N2)C(=O)O)CCCOC2=CC=CC=C2)CCCOC)C